C12(CCC(C1)C2)NC(CN2C(C(=CC=C2)NC([C@H](CCC(C(=O)NC)=O)NC(=O)C2=NC=CC1=CN=CC=C21)=O)=O)=O (S)-N1-(1-(2-(bicyclo[2.1.1]hexan-1-ylamino)-2-oxoethyl)-2-oxo-1,2-dihydropyridin-3-yl)-N6-methyl-2-(2,6-naphthyridine-1-carboxamido)-5-oxohexanediamide